5-(5-cyano-7H-pyrrolo[2,3-d]pyrimidine-2-yl)2-1-butan-yl-piperazine C(#N)C1=CNC=2N=C(N=CC21)C2NCC(NC2)CCCC